4-[2,6-difluoro-4-(5-fluoro-2,2-dimethyl-2,3-dihydro-1H-indol-4-yl)-phenoxy]-butyric acid FC1=C(OCCCC(=O)O)C(=CC(=C1)C1=C2CC(NC2=CC=C1F)(C)C)F